2-Methyl-N-((1-methyl-4H-chromeno[4,3-d]isoxazol-7-yl)methyl)propane-2-sulfenamide CC(C)(C)SNCC=1C=CC2=C(C1)OCC1=C2C(=NO1)C